tert-butyl 3-(6-chloro-1H-pyrrolo[3,2-c]pyridin-3-yl)azetidine-1-carboxylate ClC1=CC2=C(C=N1)C(=CN2)C2CN(C2)C(=O)OC(C)(C)C